C(C)(=O)N1CCN(CC1)C=1C=C2C(N(C=NC2=CC1)CC(=O)NC(C(=O)O)CC1=CC=C(C=C1)C(F)(F)F)=O [2-[6-(4-Acetylpiperazin-1-yl)-4-oxoquinazolin-3-yl]acetylamino]-3-[4-(trifluoromethyl)phenyl]propanoic acid